5,10,15,20-tetra(tetranitrophenyl)-21H,23H-porphyrin [N+](=O)([O-])C=1C(=C(C(=C(C1)C=1C2=CC=C(N2)C(=C2C=CC(C(=C3C=CC(=C(C=4C=CC1N4)C4=C(C(=C(C(=C4)[N+](=O)[O-])[N+](=O)[O-])[N+](=O)[O-])[N+](=O)[O-])N3)C3=C(C(=C(C(=C3)[N+](=O)[O-])[N+](=O)[O-])[N+](=O)[O-])[N+](=O)[O-])=N2)C2=C(C(=C(C(=C2)[N+](=O)[O-])[N+](=O)[O-])[N+](=O)[O-])[N+](=O)[O-])[N+](=O)[O-])[N+](=O)[O-])[N+](=O)[O-]